trimethyl(trifluoromesyloxy)silane C[Si](OS(=O)(=O)C(F)(F)F)(C)C